C(C(=C)C)(=O)SCC1SCC(SC1)CSC(C(=C)C)=O 2,5-bis(methacryloylthiomethyl)1,4-dithiane